ClCCN([P@@]1(OCCCN1)=O)CCCl |r| (RS)-N,N-bis(2-chloroethyl)-1,3,2-oxazaphosphinan-2-amine 2-oxide